1-((6-cyanopyridin-2-yl)methyl)-1H-pyrazol C(#N)C1=CC=CC(=N1)CN1N=CC=C1